4-(3-(2-sulfamoylaminoethyl)azetidin-1-yl)-5-methyl-5H-pyrrolo[3,2-d]pyrimidine S(N)(=O)(=O)NCCC1CN(C1)C=1C2=C(N=CN1)C=CN2C